2-(Benzothiophen-5-yl)-5-methylpiperidine S1C=CC2=C1C=CC(=C2)C2NCC(CC2)C